BrC1=CC=2C[C@H]3O[C@H](CN([C@H]3C2C=C1)C(=O)C1=C(C=C2N=C(C=3N(C2=C1)C=NC3)N)F)C [(2S,4aS,9aR)-7-bromo-2-methyl-3,4a,9,9a-tetrahydro-2H-indeno[2,1-b][1,4]oxazin-4-yl]-(4-amino-7-fluoro-imidazo[1,5-a]quinoxalin-8-yl)methanone